N[C@@H]1C(CN(CC1)C(=O)C12CC3(CC(CC(C1)C3)(C2)CSC2=CC=CC=C2)C2=CC=CC=C2)(C)C rac-((S)-4-amino-3,3-dimethylpiperidin-1-yl)(3-phenyl-5-((phenylthio)methyl)adamantan-1-yl)methanone